O\N=C\C1=NC=C(C(=O)OCC)C=C1 Ethyl (E)-6-((hydroxyimino)methyl)nicotinate